C(C)[Si](C1=CC=C(C=C1)[Si](O)(CC)CC)(O)CC 1,4-bis(diethylhydroxysilyl)benzene